Br.NC=1SC(=CN1)Br 2-amino-5-bromothiazole, hydrobromide salt